N=C(C)C1=CC=CC=2C3=CC(=CC=C3C=CC12)O α-iminoethylphenanthrene-6-ol